(E)-ethyl-4-(3-bromo-4-(3-(pyridin-4-yl)acryloyloxy)phenyl)-6-methyl-2-thioxo-1,2,3,4-tetrahydropyrimidine-5-carboxylate C(C)OC(=O)C=1C(NC(NC1C)=S)C1=CC(=C(C=C1)OC(\C=C\C1=CC=NC=C1)=O)Br